OC=1C=C(C=CC1N(C(CC)=O)C)C1=CC=C(C=C1)C(=O)NCC=1C=NC=CC1 3'-hydroxy-4'-(N-methylpropanamido)-N-(pyridin-3-ylmethyl)-[1,1'-biphenyl]-4-carboxamide